methyl 1-cyclopropyl-6-oxo-1,6-dihydropyridazine-3-carboxylate C1(CC1)N1N=C(C=CC1=O)C(=O)OC